menthadiene acetate C(C)(=O)O.C1(=CC=C(CC1)C(C)C)C